N1(CCCCC1)[C@@H]1C[C@H](N(C1)C(=O)OC(C)(C)C)C(=O)OC 1-(tert-butyl) 2-methyl (2S,4R)-4-(piperidin-1-yl)pyrrolidine-1,2-dicarboxylate